2,6-dibenzyloxy-3-[3-[4-(2,2-dimethoxyethyl)-1-piperidyl]-2-fluorophenyl]pyridine C(C1=CC=CC=C1)OC1=NC(=CC=C1C1=C(C(=CC=C1)N1CCC(CC1)CC(OC)OC)F)OCC1=CC=CC=C1